C(C)(C)OC(=S)S O-isopropylxanthic acid